ClC1=NC(=C2C(=N1)N(N=C2)C[C@@H]2[C@@H]([C@@H](C(O2)O)O)O)NC2CCCC2 (3S,4R,5R)-5-((6-chloro-4-(cyclopentylamino)-1H-pyrazolo[3,4-d]pyrimidin-1-yl)methyl)tetrahydrofuran-2,3,4-triol